ClC=1C(=C(C(=CC1)OC)C1=CC(=NC=C1C(=O)NC=1SC(=NN1)OCCOCCOCCO)C)F 4-(3-Chloro-2-fluoro-6-methoxyphenyl)-N-(5-(2-(2-(2-hydroxyethoxy)ethoxy)ethoxy)-1,3,4-thiadiazol-2-yl)-6-methylnicotinamide